CC1=C(C(=C(C(=C1)N)N)C)N (E)-dimethyl-benzene-1,2,4-triamine